C1=NC2=C(N1)C(=NC=N2)SSC3=NC=NC4=C3NC=N4 6-mercaptopurine disulfide